NC=1C(=CC(=C(C1)NC1=NC=C(C(=N1)NC12CC(C1)(C2)C(F)F)C#N)OC)N(C)CCN(C)C 2-(5-amino-4-((2-(dimethylamino)ethyl)(methyl)amino)-2-methoxyphenylamino)-4-(3-(difluoromethyl)bicyclo[1.1.1]pentan-1-ylamino)pyrimidine-5-carbonitrile